(S)-N-methyl-4-(2-(2-methylazetidin-1-yl)-6,7-dihydro-5H-cyclopenta[d]pyrimidin-4-yl)benzamide CNC(C1=CC=C(C=C1)C=1C2=C(N=C(N1)N1[C@H](CC1)C)CCC2)=O